N-(5-(4-cyanophenyl)-1,3,4-selenadiazol-2-yl)-4-(5-fluoro-2-methoxyphenyl)-6-methylnicotinamide C(#N)C1=CC=C(C=C1)C1=NN=C([Se]1)NC(C1=CN=C(C=C1C1=C(C=CC(=C1)F)OC)C)=O